ClC1=C(C(=O)C=2C(=NN(C2OCC(=O)C2=CC=CC=C2)C)C)C=CC(=C1)Cl 2-[4-(2,4-dichlorobenzoyl)-1,3-dimethylpyrazole-5-yloxy]acetophenone